3-acetamido-5-bromo-N-methoxy-N-methylbenzamide C(C)(=O)NC=1C=C(C(=O)N(C)OC)C=C(C1)Br